(2S,3S)-N-(3,4-difluorophenyl)-2-methyl-1-(5-(pyridazin-4-yl)-1H-pyrrole-2-carbonyl)pyrrolidine-3-carboxamide FC=1C=C(C=CC1F)NC(=O)[C@@H]1[C@@H](N(CC1)C(=O)C=1NC(=CC1)C1=CN=NC=C1)C